BrC1=CC(=C(C(=C1)Cl)C(C#N)F)Cl 2-(4-bromo-2,6-dichlorophenyl)-2-fluoroacetonitrile